2,3-dihydroxy-N-(1-methylpiperidin-4-yl)cyclopentane-1-carboxamide OC1C(CCC1O)C(=O)NC1CCN(CC1)C